ethyl 6-((2R,6R)-2,6-dimethylmorpholino)quinoline-4-carboxylate C[C@H]1O[C@@H](CN(C1)C=1C=C2C(=CC=NC2=CC1)C(=O)OCC)C